ClC=1C=C(C=CC1)C(C(OC(=O)N[C@H](C(=O)OC)CC1CCCCC1)C=1C=C(C=CC1)C)(C)C methyl (2S)-2-(((2-(3-chlorophenyl)-2-methyl-1-(m-tolyl)propoxy)carbonyl)amino)-3-cyclohexylpropanoate